NC1=C(C(=O)NCC=2OC=CC2)C=CN=C1 3-amino-N-(furan-2-ylmethyl)isonicotinamide